C(C)(C)C1=NNC2=C1N=C(NC2=O)CC2=C(C=CC=C2)OCCN2CCCC2 3-isopropyl-5-[2-(2-pyrrolidin-1-yl-ethoxy)-benzyl]-1,6-dihydro-pyrazolo[4,3-d]pyrimidin-7-one